1-(benzo[d]oxazol-6-yl)-3-(4-(trifluoromethyl)phenyl)urea O1C=NC2=C1C=C(C=C2)NC(=O)NC2=CC=C(C=C2)C(F)(F)F